C(CCCCCCC)[NH3+] n-octylammonium